C(C)N(C(C(F)F)=O)CC N,N-diethyldifluoroacetamide